4-(1-(5-(1-(methylsulfonyl)ethyl)pyridin-2-yl)-1H-pyrazol-4-yl)-3-nitropyridin-2-amine CS(=O)(=O)C(C)C=1C=CC(=NC1)N1N=CC(=C1)C1=C(C(=NC=C1)N)[N+](=O)[O-]